N-methyl-3-(trifluoromethyl)-4,5,6,7-tetrahydro-2-benzothiophen-5-amine hydrochloride Cl.CNC1CC=2C(=CSC2C(F)(F)F)CC1